(1-ethyl-3-methyl-1H-pyrazole-5-carboxamido)-1H-benzo[d]imidazole-5-carboxamide, tristrifluoroacetic acid salt FC(C(=O)O)(F)F.FC(C(=O)O)(F)F.FC(C(=O)O)(F)F.C(C)N1N=C(C=C1C(=O)NN1C=NC2=C1C=CC(=C2)C(=O)N)C